NC=1C2=C(N=CN1)N(C=C2C2=C(C=C(C=C2)NC(C(O)C2=CC(=CC=C2)F)=O)C)C N-(4-(4-amino-7-methyl-7H-pyrrolo[2,3-d]pyrimidin-5-yl)-3-methylphenyl)-2-(3-fluorophenyl)-2-hydroxyacetamide